6-Iodo-4,4-dimethyl-1,2,3,4-tetrahydroquinolin-2-one IC=1C=C2C(CC(NC2=CC1)=O)(C)C